3-cyclopropyl-N,N-dimethylisoquinolin-1-amine C1(CC1)C=1N=C(C2=CC=CC=C2C1)N(C)C